N=1C=2N(NC1S)C=CC2 pyrrolo[1,2-b][1,2,4]triazole-2-thiol